C(C)C(CO)CCCC 2-Ethyl-hexanol